C(C)(C)(C)OC(=O)N1[C@@H]([C@H](C1)OC)C (2r,3s)-3-methoxy-2-methylazetidine-1-carboxylic acid tert-butyl ester